(R)-1-(5-chloro-3-fluoro-pyridin-2-yl)-3-(difluoro-methyl)-3-methyl-4-(4-(trifluoromethyl)benzyl)-piperazine-2,5-dione ClC=1C=C(C(=NC1)N1C([C@](N(C(C1)=O)CC1=CC=C(C=C1)C(F)(F)F)(C)C(F)F)=O)F